dimethylsulphoxide CS(=O)C